COC1=C2CC(C2=C(C=C1C=C(C)C)OC)CNC(OCC1=CC=CC=C1)=O benzyl ((2,5-dimethoxy-3-(2-methylprop-1-en-1-yl)bicyclo[4.2.0]octa-1,3,5-trien-7-yl)methyl)carbamate